ClC=1C=C(C=CC1C)C1=C(C2=C(N=C1)NC=C2)NC2CCCCC2 5-(3-chloro-4-methylphenyl)-N-cyclohexyl-1H-pyrrolo[2,3-b]pyridin-4-amine